C1CC1.[Ti] titanium cyclopropane